2,6-difluoro-N-(3-methyl-4-(piperazin-1-yl)phenyl)-4-(piperazin-1-yl)benzamide FC1=C(C(=O)NC2=CC(=C(C=C2)N2CCNCC2)C)C(=CC(=C1)N1CCNCC1)F